C(C)OC(C(N)NCC1=CC=C(C=C1)CCC)=O 2-((4-n-propylbenzyl)amino)glycine ethyl ester